4-(3-Chloroanilino)-2'-[(2R)-2-methyl-3-{[(5S)-5-methyl-5,6,7,8-tetrahydroquinolin-4-yl]oxy}propyl]-6'-phenoxy-2',3'-dihydrospiro[cyclohexane-1,1'-indene]-4-carboxylic acid ClC=1C=C(NC2(CCC3(C(CC4=CC=C(C=C34)OC3=CC=CC=C3)C[C@H](COC3=CC=NC=4CCC[C@@H](C34)C)C)CC2)C(=O)O)C=CC1